1-((5-chloropyrazin-2-yl)methyl)-4-cyclobutyl-1,4-dihydropyrazine-2,3-dione ClC=1N=CC(=NC1)CN1C(C(N(C=C1)C1CCC1)=O)=O